1,2-bis(carboxyl-methylthio)-ethane C(=O)(O)CSCCSCC(=O)O